BrC=1C(=NN(C1)[C@@H]1CN(CC1)C(=O)OC(C)(C)C)OC (S)-tert-butyl 3-(4-bromo-3-methoxy-1H-pyrazol-1-yl)pyrrolidine-1-carboxylate